C1(CC1)C1=C(C(=NO1)C1=C(C=CC=C1)OC(F)(F)F)COC1C[C@H]2CC[C@@H](C1)N2C2=CC=C(C=C2)B(O)O (4-((1R,3R,5S)-3-((5-cyclopropyl-3-(2-(trifluoromethoxy)phenyl)isoxazol-4-yl)methoxy)-8-azabicyclo[3.2.1]octan-8-yl)phenyl)boronic acid